5-(5-(2-oxa-6-azaspiro[3.3]heptan-6-yl)pyridin-2-yl)-N-(3-chloro-5-(methylsulfonamido)phenyl)-1-(2,2,2-trifluoroethyl)-1H-pyrrole-3-carboxamide C1OCC12CN(C2)C=2C=CC(=NC2)C2=CC(=CN2CC(F)(F)F)C(=O)NC2=CC(=CC(=C2)NS(=O)(=O)C)Cl